phenyl-(2,4,6-trimethylbenzoyl)-lithium phosphate P(=O)(O)(O)O.C1(=CC=CC=C1)C=1C(=C(C(=O)[Li])C(=CC1C)C)C